N,N-dimethyl-3-aminopropyl-trimethoxysilane CN(CCC[Si](OC)(OC)OC)C